C1(=CC=CC=C1)C1=NC(=NC(=N1)C1=CC=CC=C1)C1=CC=C(C=C1)C1=CC=C(C2=CC=CC=C12)C1=CC=C(C=C1)C1=CC=C(C=C1)C#N 4'-(4-(4-(4,6-diphenyl-1,3,5-triazin-2-yl)phenyl)naphthalene-1-yl)-[1,1'-biphenyl]-4-carbonitrile